S(=O)(O)OS(=O)O.[K] potassium disulfurous acid